(S)-N-(1-benzyl-3-phenylpyrrolidin-3-yl)-4-(trifluoromethoxy)benzenesulfonamide C(C1=CC=CC=C1)N1C[C@](CC1)(C1=CC=CC=C1)NS(=O)(=O)C1=CC=C(C=C1)OC(F)(F)F